2,6-diethyl-3,5-dimethyl-4-isopropoxyphenol C(C)C1=C(C(=C(C(=C1C)OC(C)C)C)CC)O